sodium [3-[4-(2-hydroxyethylsulfamoyl)pyrazol-1-yl]-7-oxo-1,6-diazabicyclo[3.2.1]oct-3-en-6-yl] sulfate S(=O)(=O)(ON1C2C=C(CN(C1=O)C2)N2N=CC(=C2)S(NCCO)(=O)=O)[O-].[Na+]